2-[[1-(3-chloro-6-oxo-1H-pyridin-2-yl)cyclopropanecarbonyl]amino]-4-[[3-fluoro-2-methoxy-propyl]-[4-(5,6,7,8-tetrahydro-1,8-naphthyridin-2-yl)butyl]amino]butanoic acid ClC1=C(NC(C=C1)=O)C1(CC1)C(=O)NC(C(=O)O)CCN(CCCCC1=NC=2NCCCC2C=C1)CC(CF)OC